P(=O)(OCC)(OCC)OC(CCC1=CC=CC=C1)OP(=O)(OCC)OCC Tetraethyl (3-phenylprop-1,1-diyl) bis(phosphate)